dimethyl-4,4'-diformylaminobiphenyl CC=1C(=C(C=CC1NC=O)C1=CC=C(C=C1)NC=O)C